FC(C1=CC=C(C=C1)N1C=2N(C[C@@H](C1)CNC(CC)=O)N=CC2)(F)F |o1:12| (R)- or (S)-N-((4-(4-(trifluoromethyl)phenyl)-4,5,6,7-tetrahydropyrazolo[1,5-a]pyrimidin-6-yl)methyl)propionamide